3-((2-(2,6-Dioxopiperidin-3-yl)-1,3-dioxoisoindolin-4-yl)amino)propionic acid O=C1NC(CCC1N1C(C2=CC=CC(=C2C1=O)NCCC(=O)O)=O)=O